(2-methyl-4-(3,5-difluorophenyl)indene) hafnium dichloride [Cl-].[Cl-].[Hf+2].CC=1CC2=CC=CC(=C2C1)C1=CC(=CC(=C1)F)F